L-Lactyl-CoA C([C@@H](O)C)(=O)SCCNC(CCNC([C@@H](C(COP(OP(OC[C@@H]1[C@H]([C@H]([C@@H](O1)N1C=NC=2C(N)=NC=NC12)O)OP(=O)(O)O)(=O)O)(=O)O)(C)C)O)=O)=O